N4-(6-spiro[2H-benzofuran-3,1'-cyclopropane]-4-yloxy-3-pyridyl)pyridine-3,4-diamine C12(CC1)COC1=C2C(=CC=C1)OC1=CC=C(C=N1)NC1=C(C=NC=C1)N